COC1=NC=CC=C1C=1C=NN2C1N=C(C=C2)N2CCN(C1(CC1)C2)C(=O)N(C)C 7-(3-(2-methoxypyridin-3-yl)pyrazolo[1,5-a]pyrimidin-5-yl)-N,N-dimethyl-4,7-diazaspiro[2.5]octane-4-carboxamide